(R)-N-(8,9-difluoro-6-oxo-1,4,5,6-tetrahydro-2H-pyrano[3,4-c]isoquinolin-1-yl)-4-(3-fluorophenoxy)-N-methylbenzamide FC=1C(=CC=2C3=C(NC(C2C1)=O)COC[C@@H]3N(C(C3=CC=C(C=C3)OC3=CC(=CC=C3)F)=O)C)F